3-(3-methylphenyl)-4,4-dimethyl-1-phenylpent-1-yn-3-ol CC=1C=C(C=CC1)C(C#CC1=CC=CC=C1)(C(C)(C)C)O